ClC1=C(C=2N=C(N=C(C2C=N1)N([C@H]1[C@H](N(CC1)C(=O)OC(C)(C)C)COC)C)S(=O)(=O)C)F tert-butyl (2S,3R)-3-((7-chloro-8-fluoro-2-(methylsulfonyl)pyrido[4,3-d]pyrimidin-4-yl)(methyl)amino)-2-(methoxymethyl)pyrrolidine-1-carboxylate